FC1(CC=C(CC1)C=1C=C(C=C2C=C(C=NC12)C(=O)N[C@H](C)C=1OC=CN1)OC)F (R)-8-(4,4-difluorocyclohex-1-en-1-yl)-6-methoxy-N-(1-(oxazol-2-yl)ethyl)quinoline-3-carboxamide